[NH4+].N1(C(CCC1)=O)CCO pyrrolidoneethanol ammonium salt